FC1=C(C=CC=C1)S(=O)(=O)NC=1C(=NC=C(C1)C=1C=C2C(=NC=NC2=CC1)N1CCC2(CN(C2)C(\C=C\C(C)=O)=O)CC1)OC (E)-2-fluoro-N-(2-methoxy-5-(4-(2-(4-oxopent-2-enoyl)-2,7-diazaspiro[3.5]nonan-7-yl)quinazolin-6-yl)pyridin-3-yl)benzenesulfonamide